COC(=O)C=1C=CC2=C(N=C(O2)C2=NC(=CC(=C2)C2=C(C=C(C=C2)F)C2=NN=CN2C)C2CC2)C1 2-{6-cyclopropyl-4-[4-fluoro-2-(4-methyl-1,2,4-triazol-3-yl)phenyl]pyridin-2-yl}-1,3-benzoxazole-5-carboxylic acid methyl ester